ClC1=CC=C2C(=CNC2=C1)C(CC#N)=O 3-(6-chloro-1H-indol-3-yl)-3-oxopropionitrile